FCCCC(CC)F 1,4-difluorohexane